N=1C=CN2N=C(C=CC21)C2=CNC=1N=C(N=CC12)NCC(F)(F)F 5-(imidazo[1,2-b]pyridazin-6-yl)-N-(2,2,2-trifluoroethyl)-7H-pyrrolo[2,3-d]pyrimidin-2-amine